3,5-dimorpholinopyridine-2-carbaldehyde O1CCN(CC1)C=1C(=NC=C(C1)N1CCOCC1)C=O